4-methoxythieno[2',3':5,6]benzo[1,2-d]oxazole-7-carboxylic acid COC1=CC2=C(C=3N=COC31)C=C(S2)C(=O)O